CC=1SC2=C(N1)C=CC(=C2)C 2,6-dimethyl-benzothiazole